C(C)C(CC(=O)NC1=NN(C2=NC=C(C=C21)C2=C(C1=C(OCO1)C=C2)F)CCC(C)(C)O)CC 3-ethyl-N-(5-(4-fluorobenzo[d][1,3]dioxol-5-yl)-1-(3-hydroxy-3-methylbutyl)-1H-pyrazolo[3,4-b]pyridin-3-yl)pentanamide